P(O)(O)=O.P(O)(O)=O.OCC(=O)[C@H](O)[C@H](O)CO ribulose bisphosphonate